4-[4-[5-(trifluoromethyl)pyrimidin-2-yl]piperazin-1-yl]butanoic acid methyl ester COC(CCCN1CCN(CC1)C1=NC=C(C=N1)C(F)(F)F)=O